FC1=C(C=C(C(=O)Cl)C=C1OC)OC 4-fluoro-3,5-dimethoxybenzoyl chloride